N-(2-ethoxyphenyl)-N'-(4-isododecylphenyl)ethylenediamide C(C)OC1=C(C=CC=C1)[N-]CC[N-]C1=CC=C(C=C1)CCCCCCCCCC(C)C